C1(=CC=CC2=CC=CC=C12)C1=NC2=C3N=CC=CC3=CC=C2C=C1 C2-naphthyl-1,10-phenanthroline